(S)-7-(3,4-dimethoxyphenyl)-N-(4-((3-methyl-1-(4-methylpiperazin-1-yl)-1-oxobutan-2-yl)carbamoyl)phenyl)pyrazolo[1,5-a]pyrimidine-2-carboxamide COC=1C=C(C=CC1OC)C1=CC=NC=2N1N=C(C2)C(=O)NC2=CC=C(C=C2)C(N[C@H](C(=O)N2CCN(CC2)C)C(C)C)=O